C(C)C1(COC1)CO 3-ethyl-3-(hydroxymethyl)Oxetane